N-Cyclohexyl-4-oxo-5-(4-phenoxyphenyl)-4,5-dihydro-3H-1-thia-3,5,8-triazaacenaphthylene-2-carboxamide C1(CCCCC1)NC(=O)C=1SC=2N=CC=C3N(C(NC1C23)=O)C2=CC=C(C=C2)OC2=CC=CC=C2